CC(CC(C)C)NC1=CC2=C(NC3=C(NC2=O)C=CC=C3)C=C1 2-(1,3-Dimethylbutylamino)-5,10-dihydro-dibenzo[b,e][1,4]diazepin-11-one